C=1C(=CN2C=CC=CC12)CNC(=O)C=1N=C2N(C(C1)=O)C=CC=C2 N-(indolizin-2-ylmethyl)-4-oxo-pyrido[1,2-a]pyrimidine-2-carboxamide